CC1=NC(=CC(=N1)NC1=NN2C(C=C(C=C2)C2=CC(=NC=C2O[C@H]2[C@H]3OC[C@@H]2NC3)C#CC)=C1)C N-(2,6-dimethylpyrimidin-4-yl)-5-[5-[[(1S,4S,7R)-2-oxa-5-azabicyclo[2.2.1]heptan-7-yl]oxy]-2-prop-1-ynyl-4-pyridyl]pyrazolo[1,5-a]pyridin-2-amine